1,1-bis(tert.-butylperoxy)cyclohexane C(C)(C)(C)OOC1(CCCCC1)OOC(C)(C)C